FC1=CC=C(C=N1)N1C2=C(N=C(C1=O)C1=CC3=CN(N=C3C=C1)C)C=CC(=N2)OCC(F)(F)F 4-(6-fluoropyridin-3-yl)-2-(2-methyl-2H-indazol-5-yl)-6-(2,2,2-trifluoroethoxy)pyrido[2,3-b]pyrazin-3(4H)-one